BrC=1C=C(C(=NC1C(F)(F)F)C(=O)OC)C methyl 5-bromo-3-methyl-6-(trifluoromethyl)picolinate